C(C)OC(=O)C1(CCN(CC1)CC1=CC=CC=C1)C=1C=CC(=NC1)C=1C(=NC=CC1)OCC 1-benzyl-4-{2'-ethoxy-[2,3'-bipyridyl]-5-yl}piperidine-4-carboxylic acid ethyl ester